7-(((S)-piperidin-3-yl)amino)-1-(((R)-tetrahydrofuran-3-yl)oxy)-2,6-naphthyridine-3-carbonitrile N1C[C@H](CCC1)NC1=NC=C2C=C(N=C(C2=C1)O[C@H]1COCC1)C#N